strontium-cerium [Ce].[Sr]